(1R,4R)-4-({2-methoxy-3-[3-(pyrrolidin-1-yl)propoxy]acridin-9-yl}amino)-1-methylcyclohexan COC1=CC2=C(C3=CC=CC=C3N=C2C=C1OCCCN1CCCC1)NC1CCC(CC1)C